C(CCCCC)OC(CCCCC[Li])OCCCCCC 6,6-dihexyloxyhexyllithium